BrC1=CC=CC(=N1)C1=NN=C2COC[C@@H](N21)CC (S)-3-(6-bromopyridin-2-yl)-5-ethyl-5,6-dihydro-8H-[1,2,4]Triazolo[3,4-c][1,4]oxazine